tert-Butyl N-[[(2S)-4-[4-[(5-Cyclopentyl-1H-pyrazol-3-yl)amino]pyrimidin-2-yl]morpholin-2-yl]methyl]carbamate C1(CCCC1)C1=CC(=NN1)NC1=NC(=NC=C1)N1C[C@@H](OCC1)CNC(OC(C)(C)C)=O